7-methoxy-6-[(3S)-tetrahydrofuran-3-yl]oxo-1H-quinazoline ethyl-1-((4-([(1Z)-2-ethoxy-3,3,3-trifluoro-1-propen-1-yl]oxy)phenyl)methyl)-1H-pyrazole-4-carboxylate C(C)OC(=O)C=1C=NN(C1)CC1=CC=C(C=C1)O\C=C(\C(F)(F)F)/OCC.COC1=C(C=C2C=NC(NC2=C1)=O)[C@H]1COCC1